(S,E)-1-(2-((5-Cyanopyridin-3-yl)methoxy)-4-(2-(2-methyl-[1,1'-biphenyl]-3-yl)vinyl)-5-(trifluoromethyl)benzyl)piperidine-2-carboxylic acid C(#N)C=1C=C(C=NC1)COC1=C(CN2[C@@H](CCCC2)C(=O)O)C=C(C(=C1)\C=C\C=1C(=C(C=CC1)C1=CC=CC=C1)C)C(F)(F)F